C(C)(C)(C)OC(=O)N=C1N(C(CC(N1)(CC)CC)=O)C1C(OC2=C1C=C(C=C2)C(=O)[O-])(C)COC 3-(2-((tert-Butoxycarbonyl) imino)-4,4-diethyl-6-oxotetrahydropyrimidin-1(2H)-yl)-2-(methoxymethyl)-2-methyl-2,3-dihydrobenzofuran-5-carboxylate